ClC1=C2C(N3C(C2=CC=C1)=CN=C3)C3COCCC3O 3-(6-chloro-5H-imidazo[5,1-a]isoindol-5-yl)tetrahydro-2H-pyran-4-ol